CON(C(C(CC1=CC=CC=C1)N(C(OC(C)(C)C)=O)C)=O)C tert-Butyl (1-(methoxy(methyl)amino)-1-oxo-3-phenylpropan-2-yl)(methyl)carbamate